(2S,4R)-4-fluoro-1-[3-(5-methyl-1,3,4-thiadiazol-2-yl)propanoyl]-N-[(S)-phenyl[4-(propan-2-yl)phenyl]methyl]pyrrolidine-2-carboxamide F[C@@H]1C[C@H](N(C1)C(CCC=1SC(=NN1)C)=O)C(=O)N[C@H](C1=CC=C(C=C1)C(C)C)C1=CC=CC=C1